BrC=1C=C(C(=NC1)C)[C@H]1OCC[C@@H]1N (2R,3S)-2-(5-bromo-2-methyl-3-pyridyl)tetrahydrofuran-3-amine